C1(=CC(=CC=C1)B(O)O)C1=CC=C(C=C1)C1=CC=CC=C1 [1,1':4',1''-terphenyl]-3-yl-boronic acid